4-(phthalazinyloxy)cyclohexanone sodium [Na].C1(=NN=CC2=CC=CC=C12)OC1CCC(CC1)=O